ClC=1C=C2C=C(NC2=CC1)CNCCCCNCCNC1=NC2=C(C3=CN=CC=C13)C=CC(=C2)C(=O)N 5-((2-((4-(((5-Chloro-1H-indol-2-yl)methyl)amino)butyl)amino)ethyl)amino)benzo[c][2,6]naphthyridine-8-carboxamide